methyl (1S)-1-(hydroxymethyl)bicyclo[3.1.0]hexane-3-carboxylate OC[C@]12CC(CC2C1)C(=O)OC